((5-(2-hydroxyethyl)-4-methyl-6-oxo-1,6-dihydropyrimidin-2-yl)thio)-N-(1,3,4-thiadiazol-2-yl)acetamide OCCC1=C(N=C(NC1=O)SCC(=O)NC=1SC=NN1)C